OC1=C2C(=C(C(=NC2=CC=C1)C)C#N)CCCC(F)(F)F 5-hydroxy-2-methyl-4-(4,4,4-trifluorobutyl)quinoline-3-carbonitrile